[Si](C)(C)(C(C)(C)C)OC1CC(NC1)=O 4-((tert-butyldimethylsilyl)oxy)pyrrolidin-2-one